3-amino-5-(1-ethyl-6-oxo-3-piperidyl)-N-[2-[2-[[2-[4-[2-fluoro-5-[(4-oxo-3H-phthalazin-1-yl)methyl]benzoyl]piperazin-1-yl]-2-oxo-ethyl]amino]ethoxy]ethyl]pyridine-2-carboxamide NC=1C(=NC=C(C1)C1CN(C(CC1)=O)CC)C(=O)NCCOCCNCC(=O)N1CCN(CC1)C(C1=C(C=CC(=C1)CC1=NNC(C2=CC=CC=C12)=O)F)=O